4-cyclopropyl-7-(2-((2-cyclopropyl-4-(4-(cyclopropylmethyl)piperazin-1-yl)phenyl)amino)-5-(trifluoromethyl)pyrimidin-4-yl)-3,4-dihydrothieno[2,3-f][1,4]thiazepin-5(2H)-one 1,1-dioxide C1(CC1)N1CCS(C2=C(C1=O)SC(=C2)C2=NC(=NC=C2C(F)(F)F)NC2=C(C=C(C=C2)N2CCN(CC2)CC2CC2)C2CC2)(=O)=O